tert-Butyl 4-[3-[[6-[(2,6-dichloropyridine-3-carbonyl)sulfamoyl]-2-pyridyl]amino]butyl]-2,2-dimethyl-pyrrolidine-1-carboxylate ClC1=NC(=CC=C1C(=O)NS(=O)(=O)C1=CC=CC(=N1)NC(CCC1CC(N(C1)C(=O)OC(C)(C)C)(C)C)C)Cl